OC[C@H](C1=CC=CC=C1)NC1=NC(=NC=C1C(=O)O)NC=1C=C2CCN(C(C2=CC1)=O)C 4-{[(1S)-2-hydroxy-1-phenylethyl]amino}-2-[(2-methyl-1-oxo-1,2,3,4-tetrahydroisoquinolin-6-yl)amino]pyrimidine-5-carboxylic Acid